6-ethoxy-2-methyl-N-(6-(3-methylpiperazin-1-yl)pyridazin-3-yl)-2H-indazole-5-carboxamide C(C)OC=1C(=CC2=CN(N=C2C1)C)C(=O)NC=1N=NC(=CC1)N1CC(NCC1)C